ClC1=CC=C(CC=2C3=C(C=4N(N2)C(=NN4)C(C)C)N=CC(=C3)N3CCOCC3)C=C1 6-(4-chlorobenzyl)-8-(morpholin-4-yl)-3-(propan-2-yl)pyrido[2,3-d][1,2,4]triazolo[4,3-b]pyridazine